2,2'-((3-butoxy-4-((2,5-dimethoxy-4-((4-nitrophenyl)diazenyl)phenyl)diazenyl)phenyl)azanediyl)bis(ethan-1-ol) C(CCC)OC=1C=C(C=CC1N=NC1=C(C=C(C(=C1)OC)N=NC1=CC=C(C=C1)[N+](=O)[O-])OC)N(CCO)CCO